Cl.FC=1C(=NC(=NC1)NC1CN(CCC1)S(=O)(=O)C)C=1C=C2C=CC=NC2=C(C1)F 5-Fluoro-4-(8-fluoroquinolin-6-yl)-N-(1-(methylsulfonyl)piperidin-3-yl)pyrimidin-2-amine hydrochloride